2,5-dichloro-N-(2,4-difluoro-3-((3-(oxetan-3-ylamino)-1,2,4-triazin-6-yl)ethynyl)phenyl)-3-(hydroxymethyl)benzenesulfonamide ClC1=C(C=C(C=C1CO)Cl)S(=O)(=O)NC1=C(C(=C(C=C1)F)C#CC1=CN=C(N=N1)NC1COC1)F